OC[C@@]1([C@H](O)[C@H](O)[C@@H](CO)O1)N1C=NC=2C(N)=NC=NC12 hydroxymethyl-adenosine